Citric acid disodium salt dihydrate O.O.[Na+].[Na+].C(CC(O)(C(=O)O)CC(=O)[O-])(=O)[O-]